COC(=O)[C@H]1N(CC2=CC=C(C(=C2C1)OCC1=CC=C(C=C1)OC(F)(F)F)OC)C=1OC2=C(N1)C=CC(=C2)F (S)-2-(6-fluorobenzo[d]oxazol-2-yl)-6-methoxy-5-((4-(trifluoromethoxy)benzyl)oxy)-1,2,3,4-tetrahydroisoquinoline-3-carboxylic acid methyl ester